C(=O)=N[C@@H](C)C(=O)N carbonyl-alanine amide